BrC=1C(=C2[C@H](C(C[C@@]3(C2=CC1)N=C1N(C=C(C=C1OC(F)F)C(F)(F)F)C3)(F)F)O)F (1'S,4'R)-6'-bromo-8-(difluoromethoxy)-3',3',5'-trifluoro-6-(trifluoromethyl)-3',4'-dihydro-2'H,3H-spiro[imidazo[1,2-a]pyridine-2,1'-naphthalen]-4'-ol